7-(5-(2-(4-methylpiperazin-1-yl)pyridin-4-yl)-1H-pyrrolo[2,3-b]pyridin-3-yl)-3,4-dihydropyrrolo[1,2-a]pyrazin-1(2H)-one CN1CCN(CC1)C1=NC=CC(=C1)C=1C=C2C(=NC1)NC=C2C=2C=C1N(CCNC1=O)C2